NC=1C=CC(=C2CN(C(C12)=O)CC(C#N)=C)C1=CC=C2C=CC=NC2=C1 2-{[7-amino-1-oxo-4-(quinolin-7-yl)-2,3-dihydro-1H-isoindol-2-yl]methyl}prop-2-enenitrile